prop-2-yn-1-yl 5-((S)-2-((S)-2-((((9H-fluoren-9-yl)methoxy)carbonyl)amino)-3-methylbutanamido)-5-ureidopentanamido)-2-((((4-nitrophenoxy)carbonyl)oxy)methyl)benzyl(methyl)carbamate C1=CC=CC=2C3=CC=CC=C3C(C12)COC(=O)N[C@H](C(=O)N[C@H](C(=O)NC=1C=CC(=C(CN(C(OCC#C)=O)C)C1)COC(=O)OC1=CC=C(C=C1)[N+](=O)[O-])CCCNC(=O)N)C(C)C